4-methylpent-3-en-1-yl Diphosphate O(P([O-])(=O)OP(=O)([O-])[O-])CCC=C(C)C